1-(5-chloro-3-fluoropyridin-2-yl)-4-(4-fluorobenzyl)-3-((1r,3r)-3-methoxycyclobutyl)piperazine-2,5-dione ClC=1C=C(C(=NC1)N1C(C(N(C(C1)=O)CC1=CC=C(C=C1)F)C1CC(C1)OC)=O)F